(S)-N-(4-(3-aminopiperidin-1-yl)-5-((1-(2,2,2-trifluoroethyl)-1H-pyrazol-4-yl)ethanyl)pyridin-2-yl)-1-isopropyl-1H-pyrazolo[3,4-b]pyridin-6-amine N[C@@H]1CN(CCC1)C1=CC(=NC=C1CCC=1C=NN(C1)CC(F)(F)F)NC1=CC=C2C(=N1)N(N=C2)C(C)C